methyloctane CCCCCCCCC